OCC1=CC=C(O1)C1=NC=2C(=C3C(=NC2)NC=C3)N1C=1C=NNC1 4-(2-(5-(Hydroxymethyl)furan-2-yl)imidazo[4,5-d]pyrrolo[2,3-b]pyridin-1(6H)-yl)-1H-pyrazole